ClC=1C(=NC(=NC1)NCC1CN(CCC1)C(=O)N)C1=CN(C2=CC=CC=C12)S(=O)(=O)C1=CC=CC=C1 3-(((5-chloro-4-(1-(phenylsulfonyl)-1H-indol-3-yl)pyrimidin-2-yl)amino)methyl)piperidine-1-carboxamide